4-hydroxy-1-oxo-7-(thien-2-yloxy)-1,2-dihydroisoquinoline-3-carboxylic acid methyl ester COC(=O)C=1NC(C2=CC(=CC=C2C1O)OC=1SC=CC1)=O